1-(4-fluorophenyl)-4-[(6bR,10aS)-3-methyl-2,3,6b,7,10,10a-hexahydro-1H-pyrido[3',4':4,5]pyrrolo[1,2,3-de]quinoxalin-8(9H)-yl]-1-butanone FC1=CC=C(C=C1)C(CCCN1C[C@@H]2[C@@H](N3CCN(C=4C=CC=C2C34)C)CC1)=O